IC1=CC=C(C=C1)N1CCN(CC1)C([C@H](C)OC)=O (S)-1-(4-(4-iodophenyl)piperazin-1-yl)-2-methoxypropan-1-one